3-(2-fluoro-4-isocyanato-6-(2-trityl-2H-tetrazol-5-yl)phenyl)-5-methoxypyridine FC1=C(C(=CC(=C1)N=C=O)C=1N=NN(N1)C(C1=CC=CC=C1)(C1=CC=CC=C1)C1=CC=CC=C1)C=1C=NC=C(C1)OC